C(C)(C)(C)OC(=O)C=1C=NN(C1)[C@@H](C)OB(O)O (R)-(1-(4-(tert-butoxycarbonyl)-1H-pyrazol-1-yl)ethyl)boric acid